C1(C=CC=C1)[Co].[Co] cobalt (cyclopentadienyl)cobalt